OC(CCCC1=CCC(CC1)C=O)(C)C 4-(4-hydroxy-4-methylpentyl)-3-cyclohexene-carboxaldehyde